(R)-6-methyl-5-(8-methyl-[1,2,4]triazolo[1,5-a]pyridin-6-yl)-1-(1-((tetrahydro-2H-pyran-4-yl)methyl)piperidin-3-yl)-1,3-dihydro-2H-benzo[d]imidazol-2-one CC=1C(=CC2=C(N(C(N2)=O)[C@H]2CN(CCC2)CC2CCOCC2)C1)C=1C=C(C=2N(C1)N=CN2)C